(S)-2-((2-((S)-4-(difluoromethyl)-2-oxooxazolidin-3-yl)-5,6-dihydrobenzo[f]imidazo[1,2-d][1,4]oxazepin-9-yl)amino)-3-hydroxypropanamide FC([C@H]1N(C(OC1)=O)C=1N=C2N(CCOC3=C2C=CC(=C3)N[C@H](C(=O)N)CO)C1)F